butyl-N-[cis-3-(benzyloxycarbonylamino) cyclohexyl]carbamate C(CCC)OC(N[C@@H]1C[C@@H](CCC1)NC(=O)OCC1=CC=CC=C1)=O